N-[4-(4-carbamimidoyl-piperazin-1-yl)-phenyl]-4-(1-carbamimidoyl-1,2,3,6-tetrahydro-pyridin-4-yl)-3-fluoro-benzamide C(N)(=N)N1CCN(CC1)C1=CC=C(C=C1)NC(C1=CC(=C(C=C1)C=1CCN(CC1)C(N)=N)F)=O